ClC1=C(C=C(C=C1)F)C1(NC(C2=C1C(=CC1=C(N(N=C21)C)CC(F)F)C2=C(C(=O)N)C=C(C=C2F)C(F)(F)F)=O)O [6-(2-chloro-5-fluorophenyl)-3-(2,2-difluoroethyl)-6-hydroxy-2-methyl-8-oxo-7,8-dihydro-6H-pyrrolo[4,3-g]indazol-5-yl]-3-fluoro-5-(trifluoromethyl)benzamide